[I-].[Si](C)(C)(C(C)(C)C)O[C@@H]1CN(CC1)C(=O)N1C=[N+](C=C1)C (S)-1-(3-((tert-butyldimethylsilyl)oxy)pyrrolidine-1-carbonyl)-3-methyl-1H-imidazole-3-ium iodide